N-(1-(5,6-diphenylpyrazin-2-yl)piperidin-4-yl)pivalamide C1(=CC=CC=C1)C=1N=CC(=NC1C1=CC=CC=C1)N1CCC(CC1)NC(C(C)(C)C)=O